tert-butyl 4-[2-[4-[2-(benzotriazol-1-yloxy)-5-methyl-6-(trifluoromethyl) pyrimidin-4-yl]pyrazol-1-yl]acetyl]piperazine-1-carboxylate N1(N=NC2=C1C=CC=C2)OC2=NC(=C(C(=N2)C=2C=NN(C2)CC(=O)N2CCN(CC2)C(=O)OC(C)(C)C)C)C(F)(F)F